4-bromo-8-(heptyloxy)-2,6-dioctyl-1,2,3,5,6,7-hexahydropyrrolo[3,4-f]isoindole BrC1=C2C(=C(C=3CN(CC13)CCCCCCCC)OCCCCCCC)CN(C2)CCCCCCCC